COC=1N=C2C(=CC=NC2=CC1OC)OC1=C(C=C(C=C1)NC(=O)C1=C(N(C(=C(C1=O)C1=C(C=C(C=C1)F)C)C)C)C)F N-[4-[(6,7-dimethoxy-1,5-naphthyridin-4-yl)oxy]-3-fluorophenyl]-5-(4-fluoro-2-methylphenyl)-1,2,6-trimethyl-4-oxopyridine-3-carboxamide